dimethyl 2,2-dimethylsuccinate CC(C(=O)OC)(CC(=O)OC)C